(P)-6-amino-7-(3-hydroxy-2,6-dimethylphenyl)-3-isopropyl-2-methylimidazo[4,5-b]pyridine-5-carboxamide NC=1C(=C2C(=NC1C(=O)N)N(C(=N2)C)C(C)C)C2=C(C(=CC=C2C)O)C